C(C)(C)(C)OC(=O)N1C=C(C2=CC=CC=C12)C1=NC(=CC=C1)Cl tert-Butyl-3-(6-chloropyridin-2-yl)-1H-indole-1-carboxylate